C(C1=CC(O)=C(O)C=C1)(=O)O.[La] lanthanum protocatechuic acid